C1(CC1)C1=CC(=CC(=N1)N1C(C2=C(C(=C1)C(F)(F)F)N=C(N2)CN2C[C@H](CCC2)C)=O)C2=C(C=C(C=C2)F)C2=NN=CN2C 5-[6-cyclopropyl-4-[4-fluoro-2-(4-methyl-1,2,4-triazol-3-yl)phenyl]pyridin-2-yl]-2-[[(3S)-3-methylpiperidin-1-yl]methyl]-7-(trifluoromethyl)-3H-imidazo[4,5-c]pyridin-4-one